FC1(CC(C1)(C)CN1N=C(C(=C1C(=O)OC)C(F)(F)F)C1(CC1)C(F)F)F methyl 1-((3,3-difluoro-1-methylcyclobutyl)methyl)-3-(1-(difluoromethyl)cyclopropyl)-4-(trifluoromethyl)-1H-pyrazole-5-carboxylate